N-({4-[(1S,4S,5R)-5-{[5-cyclopropyl-3-(2,6-dichlorophenyl)-1,2-oxazol-4-yl]methoxy}-2-azabicyclo[2.2.1]heptan-2-yl]phenyl}methyl)-N-hydroxyformamide C1(CC1)C1=C(C(=NO1)C1=C(C=CC=C1Cl)Cl)CO[C@H]1[C@@H]2CN([C@H](C1)C2)C2=CC=C(C=C2)CN(C=O)O